N[C@H]1CC[C@H](CC1)C(=O)OC methyl cis-4-aminocyclohexane-1-carboxylate